N,N-dimethyl-methoxypropionamide CN(C(C(C)OC)=O)C